O=C1C(=CC(=NN1COCC[Si](C)(C)C)C1=C(C=CC=C1)C(C(=O)O)C)C(F)(F)F [2-[6-oxo-5-(trifluoromethyl)-1-(2-trimethylsilylethoxymethyl)pyridazin-3-yl]phenyl]propanoic acid